C=1N=CN2C1C1=CC=CC=C1[C@@H]2[C@@]2(C(CCCC2)(C)C)O (R)-1-((R)-5H-imidazo[5,1-a]isoindol-5-yl)-2,2-dimethylcyclohexan-1-ol